NC1=C(C=C(C2=C1CCO2)C2CCOCC2)C(=O)O 4-Amino-7-(tetrahydro-2H-pyran-4-yl)-2,3-dihydrobenzofuran-5-carboxylic acid